3-[[(1S,3aR,6aS)-2-(4-methoxy-1H-indole-2-carbonyl)-hexahydro-1H-cyclopenta[c]pyrrol-1-yl]formamido]-N-benzyl-2-oxo-4-[(3S)-2-oxopyrrolidin-3-yl]butanamide COC1=C2C=C(NC2=CC=C1)C(=O)N1[C@@H]([C@@H]2[C@H](C1)CCC2)C(=O)NC(C(C(=O)NCC2=CC=CC=C2)=O)C[C@H]2C(NCC2)=O